N,N-dibenzyl-1-ethyl-4-fluoro-1H-pyrazole-5-sulfonamide C(C1=CC=CC=C1)N(S(=O)(=O)C1=C(C=NN1CC)F)CC1=CC=CC=C1